[2-[4-[2-chloro-4-[[3-(3-fluoro-4-methoxyphenyl)imidazo[1,2-a]pyrazin-8-yl]amino]benzoyl]piperazin-1-yl]-2-oxoethyl]-trimethylazanium Formate C(=O)[O-].ClC1=C(C(=O)N2CCN(CC2)C(C[N+](C)(C)C)=O)C=CC(=C1)NC=1C=2N(C=CN1)C(=CN2)C2=CC(=C(C=C2)OC)F